N1=C(N=CC=C1)N1[C@H](C2=C(CC1)NC=N2)C2=NN1C(C(=CC=C1)OC(F)(F)F)=C2 (R)-5-(pyrimidin-2-yl)-4-(4-(trifluoromethoxy)pyrazolo[1,5-a]pyridin-2-yl)-4,5,6,7-tetrahydro-1H-imidazo[4,5-c]pyridine